OC1CCN(CC1)CC[C@H](C1=CC=C(C=C1)N1C(OCC1)=O)NC(=O)C=1SC2=NC=3CC[C@@H](CC3C=C2N1)C1(CC1)C(F)(F)F (S)-N-((R)-3-(4-hydroxypiperidin-1-yl)-1-(4-(2-oxooxazolidin-3-yl)phenyl)propyl)-7-(1-(trifluoromethyl)cyclopropyl)-5,6,7,8-tetrahydrothiazolo[5,4-b]quinoline-2-carboxamide